N1-(5-chloropyridin-2-yl)-4-cyclopropyl-4-hydroxypyrrolidine-1,2-dicarboxamide ClC=1C=CC(=NC1)NC(=O)N1C(CC(C1)(O)C1CC1)C(=O)N